4-bromo-1-tetrahydropyran-2-yl-pyrazolo[3,4-c]pyridine BrC1=C2C(=CN=C1)N(N=C2)C2OCCCC2